OC[C@@H]1N(C[C@@H]([C@H]([C@@H]1O)O)O)C[C@@H]1CN(CC1)C=1C=NC=C(C1)C(F)(F)F (2S,3R,4R,5S)-2-(hydroxymethyl)-1-(((R)-1-(5-(trifluoromethyl)pyridin-3-yl)pyrrolidin-3-yl)methyl)piperidine-3,4,5-triol